FC1=C(CN2C(N(N=C2)C2=CC=C(C=C2)S(=O)(=O)C2=CC(=NC=C2)N2CC(C2)OCC)=O)C(=CC=C1)F 4-(2,6-difluorobenzyl)-2-(4-((2-(3-ethoxyazetidin-1-yl)pyridin-4-yl)sulfonyl)phenyl)-2,4-dihydro-3H-1,2,4-triazol-3-one